5-Cyclopropyl-7-methyl-1-toluenesulfonyl-1H-indole-4-carbaldehyde C1(CC1)C1=C(C=2C=CN(C2C(=C1)C)S(=O)(=O)CC1=CC=CC=C1)C=O